methyl (S)-7-methyl-3-(2-(((1-methyl-1H-pyrazol-3-yl)methyl)amino)ethyl)-2-(2-(2-oxopyridin-1(2H)-yl)ethyl)-3,7,8,9-tetrahydro-6H-imidazo[4,5-f]quinoline-6-carboxylate C[C@@H]1N(C2=CC=C3C(=C2CC1)N=C(N3CCNCC3=NN(C=C3)C)CCN3C(C=CC=C3)=O)C(=O)OC